(+/-)-[(1R,5S,6S)-3-ethyl-6-(nitromethyl)bicyclo[3.2.0]hept-3-en-6-yl]acetic acid tert-butyl ester C(C)(C)(C)OC(C[C@@]1([C@@H]2C=C(C[C@@H]2C1)CC)C[N+](=O)[O-])=O |r|